C(C)(C)NC(C)C.N1N=NN=C1 tetrazole N,N-diisopropylamine salt